fluoroborole FC=1BC=CC1